(R,E)-6-(6,7-dihydroxy-3,7-dimethyloct-2-en-1-yl)-5-hydroxy-7-(methoxymethoxy)-2-phenyl-4H-chromen-4-one O[C@H](CC/C(=C/CC=1C(=C2C(C=C(OC2=CC1OCOC)C1=CC=CC=C1)=O)O)/C)C(C)(C)O